Lithium 5-(8-(7-(1,1-difluoroethyl)-1,3-dimethyl-2-oxo-1,2,3,4-tetrahydroquinazolin-5-yl)isoquinolin-3-yl)-3-methylpicolinate FC(C)(F)C1=CC(=C2CN(C(N(C2=C1)C)=O)C)C=1C=CC=C2C=C(N=CC12)C=1C=C(C(=NC1)C(=O)[O-])C.[Li+]